N1(N=CC=C1)CCNC(=O)C1=NOC(=C1)C=1SC(=CC1)C N-(2-(1H-pyrazol-1-yl)ethyl)-5-(5-methylthiophene-2-yl)isoxazole-3-carboxamide